4-pyrrolinyl-carbonylphenylboronic acid N1(CCC=C1)C(=O)C1=C(C=CC=C1)B(O)O